C(C)(C)(C)OC(=O)NC1=CC=C(C=C1)B(O)O 4-[(tert-butoxycarbonyl)amino]phenylboronic acid